OC(CC=1C(=NC(=NC1O)N1CCOCC1)O)C 5-(2-hydroxypropyl)-2-morpholinopyrimidine-4,6-diol